methyl-ammonium trifluoride [F-].[F-].[F-].C[NH3+].C[NH3+].C[NH3+]